C(C)(=O)[O-].C(C)(=O)[O-].[Na+].CNCC(=O)O.[Na+] methyl-glycine sodium diacetate salt